4,4'-dimethoxy-9,10-dihydro[1,1'-biphenanthrene]-2,2',7,7'-tetrol COC=1C=C(C(=C2CCC3=CC(=CC=C3C12)O)C=1C(=CC(=C2C3=CC=C(C=C3C=CC12)O)OC)O)O